Ethylmethylstyrene C(C)C(=CC1=CC=CC=C1)C